N-[4-fluoro-5-[2-[(2R,6S)-2,6-dimethylmorpholin-4-yl]pyrimidin-5-yl]-2-[(3S,5R)-3,4,5-trimethylpiperazin-1-yl]phenyl]-6-oxo-4-(trifluoromethyl)-1H-pyridine-3-carboxamide FC1=CC(=C(C=C1C=1C=NC(=NC1)N1C[C@H](O[C@H](C1)C)C)NC(=O)C1=CNC(C=C1C(F)(F)F)=O)N1C[C@@H](N([C@@H](C1)C)C)C